NC1=NC(=CC(=N1)C1=CCC2(CC(NC2)C(=O)O)CC1)O[C@@H](C(F)(F)F)C1=C(C=C(C=C1)Cl)N1N=C(C=C1)C 8-(2-amino-6-((R)-1-(4-chloro-2-(3-methyl-1H-pyrazole-1-yl)phenyl)-2,2,2-trifluoroethoxy)pyrimidine-4-yl)-2-azaspiro[4.5]dec-7-ene-3-carboxylic acid